(S)-4-(2-((3-aminopyrrolidin-1-yl)methyl)-5-(2,4-dimethoxyphenyl)-1-methyl-1H-pyrrolo[2,3-c]pyridin-4-yl)-2-fluorobenzonitrile N[C@@H]1CN(CC1)CC1=CC=2C(=CN=C(C2C2=CC(=C(C#N)C=C2)F)C2=C(C=C(C=C2)OC)OC)N1C